(S)-5-((5-chloro-8-((4,5-dimethyl-4H-1,2,4-triazol-3-yl)methoxy)-7-fluoro-1,2,3,4-tetrahydroisoquinolin-1-yl)methyl)-5-azaspiro[2.4]heptan-6-one hydrochloride Cl.ClC1=C2CCN[C@@H](C2=C(C(=C1)F)OCC1=NN=C(N1C)C)CN1CC2(CC2)CC1=O